ClC1=C(C=CC=C1)C1=CC2=C(N=C(N=C2)NC=2C=C(C=CC2F)CO)N2C1=NCC2 (3-((6-(2-chlorophenyl)-8,9-dihydroimidazo[1',2':1,6]pyrido[2,3-d]pyrimidin-2-yl)amino)-4-fluorophenyl)methanol